[(phenylsulfanyl)phenyl]-1,1,1-trifluoromethanesulfonamide C1(=CC=CC=C1)SC1=C(C=CC=C1)NS(=O)(=O)C(F)(F)F